acrylic acid n-pentyl ester C(CCCC)OC(C=C)=O